NC[C@H](C)NC(C1=C(C=C(C=C1)NC=1C=2N(C=CN1)C(=CN2)C=2C(=NN(C2)CC=C)C(F)(F)F)CC)=O N-[(2S)-1-aminopropan-2-yl]-2-ethyl-4-[[3-[1-prop-2-enyl-3-(trifluoromethyl)pyrazol-4-yl]imidazo[1,2-a]pyrazin-8-yl]amino]benzamide